6'-[3-(3-phenylpropanamido)propoxy]-2',3'-dihydrospiro[cyclohexane-1,1'-indene]-4-carboxylic acid C1(=CC=CC=C1)CCC(=O)NCCCOC1=CC=C2CCC3(C2=C1)CCC(CC3)C(=O)O